2-hydroxymethyl-1,3-dioxolan OCC1OCCO1